N1CCC(CC1)OC1=CC=C(C=C1)N1C(CCC1)=O 1-{4-[(piperidin-4-yl)oxy]phenyl}pyrrolidin-2-one